ClC=1C=C(C=CC1)C(CO)NC(=O)C1=CN(C=C1)C1=NC(=NC=C1C)NC1=CC(=C(C=C1)F)N1CCOCC1 N-(1-(3-chloro-phenyl)-2-hydroxy-ethyl)-1-(2-((4-fluoro-3-morpholinophenyl)amino)-5-methyl-pyrimidin-4-yl)-1H-pyrrole-3-carboxamide